ClC=1C(=C(C=CC1)NC(=O)C1=CC(=CC=2N(C=NC21)C)NC(=O)C2=C(C=CC=C2)C(F)(F)F)C N-(3-chloro-2-methylphenyl)-1-methyl-6-({[2-(trifluoromethyl)phenyl]carbonyl}amino)-1H-benzimidazole-4-carboxamide